C(C)NC(=O)CCC(=S)O ethylcarbamoylmethylthioacetic acid